Cl.N[C@H](C)C=1C(=C(C=CC1)C(C(C)(O)C)(F)F)F 1-{3-[(1R)-1-aminoethyl]-2-fluorophenyl}-1,1-difluoro-2-methylpropan-2-ol hydrogen chloride